C(\C=C\C1=CC=C(C=C1)O)(=O)OCCCCCCCCCCCCCCCC hexadecyl p-coumarate